(2R,6R)-4-[(1R)-1-(3-fluoro-4-methylpyridin-2-yl)-3-methoxypropyl]-6-methyl-1-(2-methylpropanoyl)-N-{[4-(1,3-thiazol-2-yl)phenyl]methyl}piperazine-2-carboxamide FC=1C(=NC=CC1C)[C@@H](CCOC)N1C[C@@H](N([C@@H](C1)C)C(C(C)C)=O)C(=O)NCC1=CC=C(C=C1)C=1SC=CN1